C1(CC1)NC(C)=O N-cyclopropylacetamide